4'-amino-4-chloro-N-(1H-pyrrol-3-yl)-4''-sulfamoyl-[1,1':3',1''-terphenyl]-5'-carboxamide NC1=C(C=C(C=C1C(=O)NC1=CNC=C1)C1=CC=C(C=C1)Cl)C1=CC=C(C=C1)S(N)(=O)=O